2-(4-cyclopropyl-6-methoxypyrimidin-5-yl)-4-((4-(1-isopropyl-4-(trifluoromethyl)-1H-imidazol-2-yl)benzyl)amino)quinazolin-6-ol C1(CC1)C1=NC=NC(=C1C1=NC2=CC=C(C=C2C(=N1)NCC1=CC=C(C=C1)C=1N(C=C(N1)C(F)(F)F)C(C)C)O)OC